3-(1-methylimidazol-4-yl)propanoate CN1C=NC(=C1)CCC(=O)[O-]